1-(2-naphthylmethyl)-3-methylimidazolium C1=C(C=CC2=CC=CC=C12)CN1C=[N+](C=C1)C